Styrol Methylmethacrylat CC=C(C(=O)O)C.C=CC1=CC=CC=C1